O1CCC(CC1)OCCOC1=CC=C(OC2=CC(=CC=3N2C=NC3)C3=NN=CN3)C=C1 5-[4-(2-tetrahydropyran-4-yloxyethoxy)phenoxy]-7-(4H-1,2,4-triazol-3-yl)imidazo[1,5-a]pyridine